amino-ricinoleate NC(C(=O)[O-])CCCCCC\C=C/C[C@H](O)CCCCCC